C(=O)C=1C(=NC(=NC1)SC)N(CC(=O)OC)[C@@H]1COC[C@H]1OC methyl N-(5-formyl-2-(methylthio)pyrimidin-4-yl)-N-((3R,4S)-4-methoxytetrahydrofuran-3-yl)glycinate